C=CC(CCCCC)O 1-Octen-3-ol